(3-((4-(4,6-Dimethylpyrimidin-5-yl)phenyl)methyl)oxadiazol-3-ium-5-yl)-((rac-(1R,3R)-3-(trifluoromethyl)cyclopentyl)-carbamoyl)azanide CC1=NC=NC(=C1C1=CC=C(C=C1)C[N+]1=NOC(=C1)[N-]C(N[C@H]1C[C@@H](CC1)C(F)(F)F)=O)C |r|